O=C1N(CCC(N1)=O)C1=NN(C2=C(C(=CC=C12)N1CCC(CC1)(O)CC(=O)OC(C)(C)C)F)C tert-butyl 2-[1-[3-(2,4-dioxohexahydropyrimidin-1-yl)-7-fluoro-1-methyl-indazol-6-yl]-4-hydroxy-4-piperidyl]acetate